2-AMINO-5-HYDROXYLEVULINIC ACID NC(C(=O)O)CC(=O)CO